glycidyl 2-hydroxypropionate OC(C(=O)OCC1CO1)C